NC1=NC=CC=C1C1=NC=2C(=NC(=CC2)C2=CC=CC=C2)N1C1=CC=C(CN2CCN(C3(CC3)C2)C2=CC(=C(C=O)C=C2)O)C=C1 4-(7-(4-(2-(2-aminopyridin-3-yl)-5-phenyl-3H-imidazo[4,5-b]pyridin-3-yl)benzyl)-4,7-diazaspiro[2.5]octan-4-yl)-2-hydroxybenzaldehyde